1-[[2-(difluoromethoxy)-5-fluoropyridin-4-yl]methyl]-3-[(1r,3r)-3-(trifluoromethyl)cyclobutyl]urea FC(OC1=NC=C(C(=C1)CNC(=O)NC1CC(C1)C(F)(F)F)F)F